FOC(C(=CF)C(F)(F)F)=O 3-fluoro-2-(trifluoromethyl)acrylic acid fluoroester